(E)-N-(2-methyl-2,3-dihydro-1H-inden-1-yl)-3-(1-methyl-2-oxo-2,3-dihydro-1H-benzo[d]imidazol-5-yl)acrylamide CC1C(C2=CC=CC=C2C1)NC(\C=C\C1=CC2=C(N(C(N2)=O)C)C=C1)=O